C(=C)(C)C(=O)OC1C(CCCC1)OC(C(CCCC)CC)=O.C(C)(=O)C=1C=C2C(=CC=NC2=CC1)NC1=CC=C(C(=O)NC2=CC=C(C=C2)NC2=CC=NC=C2)C=C1 4-(6-acetylquinolin-4-ylamino)-N-(4-(pyridin-4-ylamino)phenyl)benzamide 2-(isopropenylcarbonyloxy)cyclohexyl-2-ethylhexanoate